[N+](=O)([O-])[O-].[La+3].[N+](=O)([O-])[O-].[N+](=O)([O-])[O-] lanthanum nitrate